FC=1C=C(C(=NC1)[C@]1(C=C(C(C(C1)(C)C)=O)C#N)OC)C1=CN(C(C=C1)=O)C (S)-3-[5-fluoro-3-(1-methyl-6-oxo-3-pyridyl)-2-pyridyl]-3-methoxy-5,5-dimethyl-6-oxo-cyclohexene-1-carbonitrile